P(=O)(OC[C@H]1O[C@@]([C@@H]([C@@H]1O)O)(C#N)C1=CC=C2C(=NC=NN21)N)(OC[C@@H](COCCCCCCCCCCCCCCCCCC)N2C(C1=CC=CC=C1C2)=O)O ((2R,3S,4R,5R)-5-(4-aminopyrrolo[2,1-f][1,2,4]triazin-7-yl)-5-cyano-3,4-dihydroxytetrahydrofuran-2-yl)methyl ((R)-3-(octadecyloxy)-2-(1-oxoisoindolin-2-yl)propyl) hydrogen phosphate